FC(SC1=CC=C(C=C1)C(C)=O)(F)F 1-(4-((trifluoromethyl)thio)phenyl)ethan-1-one